propane-2-yl acrylate C(C=C)(=O)OC(C)C